tert-butyl N-(((9H-fluoren-9-yl)methoxy)carbonyl)-O-((2-cyanoethoxy) (diisopropylamino)phosphaneyl)-L-serinate C1=CC=CC=2C3=CC=CC=C3C(C12)COC(=O)N[C@@H](COP(N(C(C)C)C(C)C)OCCC#N)C(=O)OC(C)(C)C